1-(1H-pyrazolo[4,3-b]pyridin-6-yl)piperidin N1N=CC2=NC=C(C=C21)N2CCCCC2